COC(C1=CC(=C(C=C1)C)OCC=1C=C(C=NC1)C=1C=NC=CC1)=O 3-[([3,3'-bipyridyl]-5-yl)methoxy]-4-methylbenzoic acid methyl ester